1,12-bis(2-ethylidenehydrazino)-1,12-dodecanedione C(C)=NNC(CCCCCCCCCCC(=O)NN=CC)=O